2-acetamido-2-deoxy-alpha-D-glucose C(C)(=O)N[C@H]1[C@@H](O)O[C@@H]([C@H]([C@@H]1O)O)CO